2-[2-(tert-butylamino)-2-oxo-ethyl]-N-(3,5-dichlorophenyl)-2-azaspiro[3.5]nonane-7-carboxamide C(C)(C)(C)NC(CN1CC2(C1)CCC(CC2)C(=O)NC2=CC(=CC(=C2)Cl)Cl)=O